2-FLUORO-3-(HYDROXYMETHYL)PHENYLBORONIC ACID FC1=C(C=CC=C1CO)B(O)O